C(C)(C)(C)C=1SC(=C(N1)C1=C(C(=CC(=C1)Cl)NS(=O)(=O)CCC)F)C1=NC(=NC=C1)NCCCCC(=O)OC Methyl 5-((4-(2-(tert-butyl)-4-(5-chloro-2-fluoro-3-(propylsulfonamido)phenyl)thiazol-5-yl)pyrimidin-2-yl)amino)pentanoate